BrC1=C(N=C2N(C1=O)C=C(O2)C)C(F)(F)F 6-bromo-2-methyl-7-(trifluoromethyl)-[1,3]oxazolo[3,2-a]pyrimidin-5-one